2-(2-isopropyl-5-methylcyclohexyl)-2-(3-chloro-3-isobutyl-5-methylhexyl)-1,3-diisopentoxypropane C(C)(C)C1C(CC(CC1)C)C(COCCC(C)C)(COCCC(C)C)CCC(CC(C)C)(CC(C)C)Cl